4-bromo-4-[(methoxyimino)(phenyl)methyl]-3-methyl-1-phenyl-4,5-dihydro-1H-pyrazol-5-one BrC1(C(=NN(C1=O)C1=CC=CC=C1)C)C(C1=CC=CC=C1)=NOC